ClCC1=NC2=C(N1[C@@H]1COC[C@@H]1OC)C=C(C=C2)C(=O)OC Methyl 2-(chloromethyl)-1-((3R,4R)-4-methoxytetrahydrofuran-3-yl)-1H-benzo[d]imidazole-6-carboxylate